5-morpholinopyrazol O1CCN(CC1)C1=CC=NN1